FC(C(=O)O)(F)F.C(#N)C=1C(=NC(=C(C1CC)C#N)N1CCC12CCNCC2)SC(C(=O)N)C2=CC=CC=C2 2-((3,5-dicyano-4-ethyl-6-(1,7-diazaspiro[3.5]non-1-yl)pyridin-2-yl)thio)-2-phenylacetamide trifluoroacetate